6-oxo-7-(2-oxoethyl)-2,7-diazaspiro[4.4]nonane-2-carboxylic acid tert-butyl ester C(C)(C)(C)OC(=O)N1CC2(CC1)C(N(CC2)CC=O)=O